N-(5-chloro-2-isopropylbenzyl)-N-cyclopropyl-3-(difluoromethyl)-5-fluoro-1-methyl-1H-pyrazole-4-Carboxamide ClC=1C=CC(=C(CN(C(=O)C=2C(=NN(C2F)C)C(F)F)C2CC2)C1)C(C)C